N-[5-[4-[[(3R,4R)-4-hydroxypyrrolidin-3-yl]methoxy]-2-methyl-pyrazol-3-yl]pyrazolo[1,5-a]pyridin-2-yl]cyclopropanecarboxamide O[C@@H]1[C@H](CNC1)COC1=C(N(N=C1)C)C1=CC=2N(C=C1)N=C(C2)NC(=O)C2CC2